6-hydroxy-3-hexynylpropoxymethyl ether OCCCCC#CCCCOCOCOCCCC#CCCCCO